SC=1C=C(C=CC1)C1=CC(=CC=C1)S 3,3'-dimercapto-biphenyl